Cl.O=C1NC(CCC1NC1=CC(=C(C=C1)N1CCC(CC1)(O)CC(=O)O)F)=O 2-[1-[4-[(2,6-dioxo-3-piperidinyl)amino]-2-fluoro-phenyl]-4-hydroxy-4-piperidinyl]acetic acid hydrochloride